(S)-N-(4-(1-acetyl-2-methyl-1,2,3,4-tetrahydroquinolin-6-yl)benzyl)-6-bromo-8-morpholinoimidazo[1,2-a]pyridine-2-carboxamide C(C)(=O)N1[C@H](CCC2=CC(=CC=C12)C1=CC=C(CNC(=O)C=2N=C3N(C=C(C=C3N3CCOCC3)Br)C2)C=C1)C